C(#C)C1=CC=C(S1)C(=O)NC(C)(C(NC1=CC(=C(C=C1)N1C(COCC1)=O)C)=O)C(F)(F)F 5-ethynyl-N-{1-trifluoromethyl-1-[3-methyl-4-(3-oxomorpholin-4-yl)phenylcarbamoyl]ethyl}thiophene-2-carboxamide